[C@H]12CNC[C@H](CC1)C2O (1R,5S)-3-azabicyclo[3.2.1]octan-8-ol